1-[3-(1-hydroxyethyl)-6-[5-[(6-methylpyridazin-3-yl)amino]benzimidazol-1-yl]-2-pyridinyl]-4,5,6,7-tetrahydropyrazolo[4,3-c]pyridine-3-carbonitrile OC(C)C=1C(=NC(=CC1)N1C=NC2=C1C=CC(=C2)NC=2N=NC(=CC2)C)N2N=C(C=1CNCCC12)C#N